The molecule is a member of the class of indolones that is 1,3-dihydro-2H-indol-2-one which is substituted by a (2,6-dichlorobenzyl)sulfonyl group at position 5 and by a (1H-pyrrol-2-yl)methylidene group at position 2, the pyrrole ring of which is substituted by methyl groups at positions 3 and 5, and by a [2-(pyrrolidin-1-ylmethyl)pyrrolidin-1-yl]carbonyl group at position 4 (the Z,R isomer). It has a role as a c-Met tyrosine kinase inhibitor and an antineoplastic agent. It is a member of indolones, a pyrrolecarboxamide, a N-acylpyrrolidine, a sulfone, a dichlorobenzene, an enamide, a secondary carboxamide and a tertiary carboxamide. CC1=C(NC(=C1C(=O)N2CCC[C@@H]2CN3CCCC3)C)/C=C\\4/C5=C(C=CC(=C5)S(=O)(=O)CC6=C(C=CC=C6Cl)Cl)NC4=O